C(C(=O)O)(=O)O.C(C1=CC=CC=C1)ON[C@@H]1CC[C@H](NC1)C(=O)OCC (2S,5R)-ethyl 5-((benzyloxy)amino)piperidine-2-carboxylate oxalate